CN1CN=CC2=CC=CC=C12 1-methylquinazoline